FC=1C=C2C(N(C(=NC2=CC1)NC1=CC(=NC=C1)F)C1=CC=CC=C1)=O 6-fluoro-2-((2-fluoropyridin-4-yl)amino)-3-phenylquinazolin-4(3H)-one